C(C)NC(CO)C N-ethyl-2-aminopropane-1-ol